C(CCCCCCCCC)(=O)N[C@@H](CC(=O)[O-])C(=O)[O-].[Na+].[Na+] sodium N-decanoyl-L-aspartate